1-[(3S)-1-formylpyrrolidin-3-yl]-N-methylcarboxamide C(=O)N1C[C@@H](CC1)CNC=O